Octadecan CCCCCCCCCCCCCCCCCC